2-cyclohexyl-5-(4-fluorostyryl)-1,3-benzenediol C1(CCCCC1)C1=C(C=C(C=C1O)C=CC1=CC=C(C=C1)F)O